FC(C1(COC1)[C@H]1CC[C@H]2[C@@H]3CC[C@@H]4C[C@@](CC[C@@H]4[C@H]3CC[C@]12C)(O)C)F (3R,5R,8R,9R,10S,13S,14S,17S)-17-[3-(difluoromethyl)oxetan-3-yl]-3,13-dimethyl-2,4,5,6,7,8,9,10,11,12,14,15,16,17-tetradecahydro-1H-cyclopenta[a]phenanthren-3-ol